O1C(=O)C(=CC2=CC=CC=C12)C(=O)C1=NC=CC=C1CN coumarin-3-carbonyl-(3-aminomethylpyridine)